C(C)(C)(C)OC(=O)NC(C(=O)O)CC 2-((t-butoxycarbonyl)amino)butyric acid